4-(2-bromoethyl)piperidine trifluoroacetate salt FC(C(=O)O)(F)F.BrCCC1CCNCC1